ClC1=NC(=NC=C1C(F)(F)F)NC=1C(=CC(=NC1)N1[C@H]2CN([C@@H](C1)C2)C(=O)OC(C)(C)C)C tert-butyl (1R,4R)-5-(5-((4-chloro-5-(trifluoromethyl)pyrimidin-2-yl)amino)-4-methylpyridin-2-yl)-2,5-diazabicyclo[2.2.1]heptane-2-carboxylate